ClC1=C(C=C2C(=NC(N(C2=C1)C1=CC=CC=C1)=O)NC)F 7-chloro-6-fluoro-4-(methylamino)-1-phenyl-quinazolin-2(1H)-one